(3-cyano-4-fluorophenyl)-2,3-dihydro-1H-pyrrolizine-7-formamide C(#N)C=1C=C(C=CC1F)C1CCN2C=CC(=C12)C(=O)N